4-(4,4-difluoroazepan-1-yl)-6-(trifluoromethyl)pyridazine-3-carboxamide FC1(CCN(CCC1)C1=C(N=NC(=C1)C(F)(F)F)C(=O)N)F